N[C@H](C=1N=C2N(N=C(C=C2)CC2C(NC[C@H](C2)C(F)(F)F)=O)C1)[C@@H]1CC(CCC1)(F)F (5S)-3-((2-((S)-amino((S)-3,3-difluorocyclohexyl)methyl)imidazo[1,2-b]pyridazin-6-yl)methyl)-5-(trifluoromethyl)piperidin-2-one